(R)-4-methyl-6-(4-((4-methyl-3-(4-methyl-1-oxo-1,3-dihydroisobenzofuran-5-yl)-5-oxopiperazin-1-yl)methyl)-1H-pyrazol-1-yl)nicotinonitrile CC1=CC(=NC=C1C#N)N1N=CC(=C1)CN1C[C@H](N(C(C1)=O)C)C=1C(=C2COC(C2=CC1)=O)C